2-[(1R)-3-amino-2-oxo-1-pyridyl]-N-[(1S)-1-cyano-2-[(3S)-2-oxopyrrolidin-3-yl]ethyl]-3-cyclopropyl-propanamide NC=1C(N(C=CC1)C(C(=O)N[C@@H](C[C@H]1C(NCC1)=O)C#N)CC1CC1)=O